FC1CC(C(CC1)C(C)=O)OC(C)C 1-(4-fluoro-2-isopropoxycyclohexyl)ethanone